C(C1=CC=CC=C1)OC1=C(C=C(C(=O)OCC[Si](C)(C)C)C=C1)C 2-(Trimethylsilyl)ethyl 4-(benzyloxy)-3-methylbenzoate